ClC1=CC=C2C(=C(N(C2=C1F)C=1C=NN(C1)C)C#N)SC=1C(=C(C(=O)O)C=CC1)F 3-((6-chloro-2-cyano-7-fluoro-1-(1-methyl-1H-pyrazol-4-yl)-1H-indol-3-yl)thio)-2-fluorobenzoic acid